2-(3,3-dimethylmorpholino)quinazoline-6-carbaldehyde CC1(COCCN1C1=NC2=CC=C(C=C2C=N1)C=O)C